2-(4-(2-(4-Chloro-2-fluorophenyl)-2-methylbenzo[d][1,3]dioxol-4-yl)-2,6-difluorobenzyl)-N-(cyclopropylsulfonyl)-1-(2-methoxyethyl)-1H-benzo[d]imidazole-6-carboxamide ClC1=CC(=C(C=C1)C1(OC2=C(O1)C=CC=C2C2=CC(=C(CC1=NC3=C(N1CCOC)C=C(C=C3)C(=O)NS(=O)(=O)C3CC3)C(=C2)F)F)C)F